2-(6-Methoxypyridin-3-yl)-N-methylpyridin-4-amine COC1=CC=C(C=N1)C1=NC=CC(=C1)NC